4-(2,5-Dioxo-imidazolidin-1-yl)-piperidine-1-carboxylic acid [7-(3,6-dihydro-2H-pyran-4-yl)-4-methoxy-thiazolo[4,5-c]pyridin-2-yl]-amide O1CCC(=CC1)C=1C2=C(C(=NC1)OC)N=C(S2)NC(=O)N2CCC(CC2)N2C(NCC2=O)=O